ClC1=C(C=C(N=N1)N1CCC2C1CN(CC2)C)C 1-(6-Chloro-5-methyl-pyridazin-3-yl)-6-methyl-3,3a,4,5,7,7a-hexahydro-2H-pyrrolo[2,3-c]pyridine